2-methyl-5-(2-phenylpropan-2-yloxy)benzofuran-3-carboxylic acid CC=1OC2=C(C1C(=O)O)C=C(C=C2)OC(C)(C)C2=CC=CC=C2